OC1(C2CCC(C1)N2C(=O)OC(C)(C)C)C2=CN(C1=CC=CC=C21)S(=O)(=O)C2=CC=C(C=C2)C tert-butyl 2-hydroxy-2-(1-(4-methylbenzenesulfonyl)-1H-indol-3-yl)-7-azabicyclo[2.2.1]heptane-7-carboxylate